ClC1=C(C(=O)P(C2=CC=C(C=C2)OCC)(C(C2=C(C(=C(C(=C2Cl)OC)OC)OC)Cl)=O)=O)C(=C(C(=C1OC)OC)OC)Cl Bis-(2,6-dichloro-3,4,5-trimethoxybenzoyl)-4-ethoxyphenyl-phosphine oxide